C(CCC)OP(=O)(OCCCC)OCCCC.[Cl-].[Nd+3].[Cl-].[Cl-] Neodymium chloride tributyl-phosphate